4-bromo-N-butyl-2,3-dihydro-1H-indene-1-imine BrC1=C2CCC(C2=CC=C1)=NCCCC